CC(C)(C#CC(C)(OOC(C)(C)C)C)OOC(C)(C)C 2,5-dimethyl-2,5-di(tert-butylperoxy)-hex-3-yne